(R)-2-(3-(((6-Amino-3-chloropyridazin-4-yl)(cyclopropyl)methyl)amino)-2,2-difluoropropyl)isoindoline-1,3-dione NC1=CC(=C(N=N1)Cl)[C@@H](C1CC1)NCC(CN1C(C2=CC=CC=C2C1=O)=O)(F)F